ClC=1C=C(C=CC1Cl)[C@@H]1CC[C@@H](C2=CC=CC=C12)NC (1S,4S)-4-(3,4-dichlorophenyl)-N-methyl-1,2,3,4-tetrahydronaphthalen-1-amine